OCC=1N(C=2N(C(N=C(C2N1)N1C[C@H](N(C[C@@H]1C)C(=O)OC(C)(C)C)C)=O)C([2H])([2H])[2H])C([2H])([2H])[2H] tert-butyl (2R,5S)-4-(8-(hydroxymethyl)-3,9-bis(methyl-d3)-2-oxo-3,9-dihydro-2H-purin-6-yl)-2,5-dimethylpiperazine-1-carboxylate